C12(NCCCC2C1)C(=O)O 2-azabicyclo[4.1.0]heptane-1-formic acid